4-(3-((4-(4-(4-bromophenyl)piperazine-1-yl)-7-methoxyquinazol-6-yl)oxy)propyl)morpholinone BrC1=CC=C(C=C1)N1CCN(CC1)C1=NC=NC2=CC(=C(C=C12)OCCCN1C(COCC1)=O)OC